ClC1=NC=C(C(=N1)C1=C(C=2N(C=C1)N=C(N2)N2C(=CC=C2C)C)C)F 7-(2-chloro-5-fluoropyrimidin-4-yl)-2-(2,5-dimethyl-1H-pyrrol-1-yl)-8-methyl-[1,2,4]triazolo[1,5-a]pyridine